2-Isovaleryl-indan-1,3-dione tert-butyl-(2S,5S)-5-(((tert-butyldiphenylsilyl)oxy)methyl)-2-((2-(2,3-dichlorophenyl)propan-2-yl)carbamoyl)morpholine-4-carboxylate C(C)(C)(C)OC(=O)N1C[C@H](OC[C@H]1CO[Si](C1=CC=CC=C1)(C1=CC=CC=C1)C(C)(C)C)C(NC(C)(C)C1=C(C(=CC=C1)Cl)Cl)=O.C(CC(C)C)(=O)C1C(C2=CC=CC=C2C1=O)=O